4,5-ditetrazolylimidazole N1N=NN=C1C=1N=CNC1C1=NN=NN1